(2E,4E)-2,4-hexadienoic acid, potassium salt [K+].C(\C=C\C=C\C)(=O)[O-]